C[N+](C)(C)CCOP(=O)(O)OC1=CC=C(C=C1)[N+](=O)[O-] 4-nitrophenylphosphorylcholine